N-methyl-6-(3-phenyl-1H-pyrazol-1-yl)-2-(2-(tetrahydrofuran-2-yl)ethyl)-N-(tetrahydrofuran-3-yl)pyrimidin-4-amine CN(C1=NC(=NC(=C1)N1N=C(C=C1)C1=CC=CC=C1)CCC1OCCC1)C1COCC1